4-(1-{[2-(trimethylsilyl)ethoxy]methyl}-1H-pyrrolo[3,2-c]pyridin-4-yl)benzoic acid C[Si](CCOCN1C=CC=2C(=NC=CC21)C2=CC=C(C(=O)O)C=C2)(C)C